geranyl-tiglate C(\C=C(/C)\CCC=C(C)C)OC(\C(\C)=C\C)=O